tricontene C=CCCCCCCCCCCCCCCCCCCCCCCCCCCCC